Bis(2,2,2-trifluoroethyl)pyridine FC(CC=1C(=NC=CC1)CC(F)(F)F)(F)F